1-bromo-4-trifluoromethylthiobenzene BrC1=CC=C(C=C1)SC(F)(F)F